C[C@@H]([C@H](C)S(=O)(=O)N)CC=C (2S,3R)-3-METHYLHEX-5-ENE-2-SULFONAMIDE